OC1=C2C([C@H]([C@@H](OC2=CC(=C1)O)C1=CC(=C(C=C1)OC)O)OC)=O (+)-(trans)-5,7-dihydroxy-2-(3-hydroxy-4-methoxyphenyl)-3-methoxychroman-4-one